O1-tert-butyl O6-ethyl (E)-4,4-dimethyl-2-hexenedioate CC(/C=C/C(=O)OC(C)(C)C)(CC(=O)OCC)C